COC1=CC=C(C2=C1NC(=N2)NC(=O)C=2C=NN1C2C=CC=C1)C1CCOCC1 Pyrazolo[1,5-a]pyridine-3-carboxylic acid [7-methoxy-4-(tetrahydro-pyran-4-yl)-1H-benzoimidazol-2-yl]-amide